NC1=NC=NN2C1=NC=C2C=2C=C(C=CC2C)S(=O)(=O)N[C@@H]2C[C@H](C2)O 3-(4-Aminoimidazo[2,1-f][1,2,4]triazin-7-yl)-N-(trans-3-hydroxycyclobutyl)-4-methylbenzenesulfonamide